4-((2,4-dichloro-5-methoxyphenyl)amino)-7-(3-(4-(5-((2-(2,6-dioxopiperidin-3-yl)-1,3-dioxoisoindolin-4-yl)oxy)pentanoyl)piperazin-1-yl)propoxy)-6-methoxyquinoline-3-carbonitrile ClC1=C(C=C(C(=C1)Cl)OC)NC1=C(C=NC2=CC(=C(C=C12)OC)OCCCN1CCN(CC1)C(CCCCOC1=C2C(N(C(C2=CC=C1)=O)C1C(NC(CC1)=O)=O)=O)=O)C#N